C(C)(C(C)(C)C)OB([O-])[O-] pinacolylborate